ClC=1N=C(C(=NC1)SC1=C(C(=CC=C1)Cl)Cl)C chloro-2-((2,3-dichlorophenyl)thio)-3-methylpyrazine